BrC=1C=CC(=NC1OC)N(CC1=C(C=C(C=C1)OC)OC)CC1=C(C=C(C=C1)OC)OC 5-bromo-N,N-bis[(2,4-dimethoxyphenyl)methyl]-6-methoxy-pyridin-2-amine